tert-butyl 4-fluoro-4-(pyridin-2-ylmethyl)piperidine-1-carboxylate FC1(CCN(CC1)C(=O)OC(C)(C)C)CC1=NC=CC=C1